C(C=C(C)CCC=C(C)CCC=C(C)C)NCCS farnesyl-cysteamine